Cl.ClC1=C(C=CC(=C1)Cl)NN (2,4-dichlorophenyl)hydrazine hydrochloride